t-butyl methacrylate (t-butyl methacrylate) C(C)(C)(C)C=C(C(=O)O)C.C(C(=C)C)(=O)OC(C)(C)C